tert-butyl 7-(8-bromo-6-chloro-3,4-dihydroquinolin-1(2H)-yl)-2-fluoro-5-azaspiro[3.4]octane-5-carboxylate BrC=1C=C(C=C2CCCN(C12)C1CN(C2(CC(C2)F)C1)C(=O)OC(C)(C)C)Cl